OC(C(CNC(=O)C=1N=NN(C1)CCCCC=1N=NC(=CC1)NC(CC1=CC(=CC=C1)OC(F)(F)F)=O)C)C N-(3-hydroxy-2,3-dimethylpropyl)-1-[4-(6-{2-[3-(trifluoromethoxy)phenyl]acetamido}pyridazin-3-yl)butyl]-1H-1,2,3-triazole-4-carboxamide